3-(difluoromethoxy)-5-[(difluoromethyl)sulfanyl]Benzoic acid methyl ester COC(C1=CC(=CC(=C1)SC(F)F)OC(F)F)=O